C1(CC1)OC=1C(=CC(=NC1)C1=NSC(=N1)NC1=NC=CC=C1OC)C(F)(F)F 3-(5-cyclopropoxy-4-(trifluoromethyl)pyridin-2-yl)-N-(3-methoxypyridin-2-yl)-1,2,4-thiadiazol-5-amine